C(OC1=CC=C(C=C1)[N+](=O)[O-])(O[C@H](COCCC)COC(C1=CC=CC=C1)(C1=CC=CC=C1)C1=CC=CC=C1)=O (R)-4-nitrophenyl (1-propoxy-3-(trityloxy)propan-2-yl) carbonate